Cl.C(C1=CC=CC=C1)NCCC(=O)N(C1=CC=C(C=C1)C)C1CCOC2(CCCC2)C1 3-(benzylamino)-N-(6-oxaspiro[4.5]decan-9-yl)-N-(p-tolyl)propanamide hydrochloride